perfluoro-N,N-bis(perfluoroethyl)propylamine FC(C(C(F)(F)F)(F)F)(N(C(C(F)(F)F)(F)F)C(C(F)(F)F)(F)F)F